S-(3-(2-hydroxy-3-(methacryloyloxy)propoxy)-3-oxopropyl)-L-cysteine OC(COC(CCSC[C@H](N)C(=O)O)=O)COC(C(=C)C)=O